2-((2-(3-(tert-butyl)phenyl)-1H-benzo[d]imidazol-6-yl)oxy)acetic acid C(C)(C)(C)C=1C=C(C=CC1)C1=NC2=C(N1)C=C(C=C2)OCC(=O)O